FC1=CC(=CC=2C=COC21)C2=NC=C(C=C2O)CCCOC 2-(7-fluorobenzofuran-5-yl)-5-(3-methoxypropyl)pyridin-3-ol